3-chloro-6-iododibenzo[b,d]thiophene ClC=1C=CC2=C(SC3=C2C=CC=C3I)C1